NC=1C=C(C=O)C=C(C1)O 3-AMINO-5-HYDROXYBENZALDEHYDE